anti-S-nitrosocysteine N(=O)SC[C@H](N)C(=O)O